C1(=CC=C(C=C1)S(=O)(=O)O)C=CC1=CC=C(C=C1)S(=O)(=O)O Stilbene-4,4'-disulfonic acid